C(C)(C)(C)N1C=NC(=C1)C(=O)O 1-tert-butyl-1H-imidazole-4-carboxylic acid